(R)-3-((R)-(((R or S)-2-(1-methyl-6-oxo-1,6-dihydropyridin-3-yl)propyl)amino)(phenyl)methyl)-1,2,3,4-tetrahydroquinoxaline-5-carbonitrile CN1C=C(C=CC1=O)[C@H](CN[C@@H]([C@H]1CNC=2C=CC=C(C2N1)C#N)C1=CC=CC=C1)C |o1:8|